ClC1=C(C(=CC=C1Cl)O)[C@H]1C[C@@H]2N(C(CN(C2)C2=NC(=NC=C2)CO)=O)C1 (7R,8aS)-7-(2,3-dichloro-6-hydroxyphenyl)-2-[2-(hydroxymethyl)pyrimidin-4-yl]-hexahydropyrrolo[1,2-a]pyrazin-4-one